N1(CCCC1)C(=O)[C@@H]1CCCC=2N1C(N(N2)CC2=CC(=NC1=CC=CC=C21)C(F)(F)F)=O (5S)-5-(Pyrrolidin-1-ylcarbonyl)-2-{[2-(trifluoromethyl)quinolin-4-yl]methyl}-5,6,7,8-tetrahydro[1,2,4]triazolo[4,3-a]pyridin-3(2H)-one